Ethyl 2-(4-benzyl-1-(3-fluorophenyl)-2,5-dioxo-2,5-dihydro-1H-pyrrol-3-yl)acetate C(C1=CC=CC=C1)C1=C(C(N(C1=O)C1=CC(=CC=C1)F)=O)CC(=O)OCC